((5-fluoro-6-methylpyridin-2-yl)methyl)-3-propylnaphthalene-1,4-dione FC=1C=CC(=NC1C)CC=1C(C2=CC=CC=C2C(C1CCC)=O)=O